C1(CC1)C=1C=C(C=2N(C1)C=C(N2)CN)F (6-cyclopropyl-8-fluoroimidazo[1,2-a]pyridin-2-yl)methanamine